4-[[(2S,5S)-5-(hydroxymethyl)tetrahydropyran-2-yl]methyl]piperazine-1-carboxylate OC[C@@H]1CC[C@H](OC1)CN1CCN(CC1)C(=O)[O-]